4-(4-hydroxy-3,5-dimethoxyphenyl)-5,6-diphenyl-2-amino-3-cyanopyridine OC1=C(C=C(C=C1OC)C1=C(C(=NC(=C1C1=CC=CC=C1)C1=CC=CC=C1)N)C#N)OC